ClC=1C=C(C=C(C1CC1=C(C(=C(C=C1)O)C(C)C)F)C)/C=C/C(=O)NC (E)-3-(3-chloro-4-(2-fluoro-4-hydroxy-3-isopropylbenzyl)-5-methylphenyl)-N-methylacrylamide